5-(2-fluorophenyl)-2-methyl-3,4-dihydro-2H-pyrrole FC1=C(C=CC=C1)C=1CCC(N1)C